tetrafluorobromopropene FC(C(=C(Br)F)F)F